ClC1=CC(=C(OCCNC(CCOCCN2CCN(CC2)C=2C=C3CN(C(C3=CC2)=O)C2C(NC(CC2)=O)=O)=O)C=C1)NC(NC=1C=NC=2N(C1C1CCCC1)N=CC2)=O N-[2-[4-chloro-2-[(7-cyclopentylpyrazolo[1,5-a]pyrimidin-6-yl)carbamoylamino]phenoxy]ethyl]-3-[2-[4-[2-(2,6-dioxo-3-piperidyl)-1-oxo-isoindolin-5-yl]piperazin-1-yl]ethoxy]propanamide